(1r,4r)-4-((5-(2-(2-aminopyridin-3-yl)-5-phenyl-3H-imidazo[4,5-b]pyridin-3-yl)-6-methylpyridin-2-yl)amino)cyclohexane-1-carboxylic acid NC1=NC=CC=C1C1=NC=2C(=NC(=CC2)C2=CC=CC=C2)N1C=1C=CC(=NC1C)NC1CCC(CC1)C(=O)O